FC=1C=C(C=CC1C(C)C)NC(=O)N1[C@H](CCC1)C(=O)NC1=CC=C(C=C1)C=1C=CC(=NC1C)C(=O)O 5-{4-[(1-{[3-Fluoro-4-(propan-2-yl)phenyl]carbamoyl}-D-prolyl)amino]phenyl}-6-methylpyridine-2-carboxylic acid